COC=1C=C(C=CC1OC)SCC1=C(C(=O)OC)C=C(C(=C1)F)F methyl 2-(((3,4-dimethoxyphenyl)thio)methyl)-4,5-difluorobenzoate